(biphenyl-4-yl)-{4-(naphthalen-2-yl)phenyl}-(6-phenyl-1,1':4',1''-terphenyl-3-yl)amine C1(=CC=C(C=C1)N(C=1C=C(C(=CC1)C1=CC=CC=C1)C1=CC=C(C=C1)C1=CC=CC=C1)C1=CC=C(C=C1)C1=CC2=CC=CC=C2C=C1)C1=CC=CC=C1